1-methyl-1H-imidazol-3-ium CN1C=[NH+]C=C1